ClC=1C=CC(=C(C1)NN(C(C(=O)NC1=C(C(=O)O)C=CC=C1)CC1=CC=CC=C1)C(C=O)=O)OCC1CC1 2-(2-(((5-chloro-2-(cyclopropylmethoxy)phenyl)amino)-2-oxoacetylamino)-3-phenylpropionamido)benzoic acid